bis(4-hydroxynaphthyl)-methane OC1=CC=C(C2=CC=CC=C12)CC1=CC=C(C2=CC=CC=C12)O